ClC1=CC(=C(COC2=CC=CC(=C2C=O)F)C=C1)F 6-((4-chloro-2-fluorobenzyl)oxy)-2-fluorobenzaldehyde